FC=1C(=NC=C(C1)[N+](=O)[O-])O[C@@H]1CN(CC1)C(=O)OC(C)(C)C tert-butyl (3S)-3-[(3-fluoro-5-nitro-2-pyridyl)oxy]pyrrolidine-1-carboxylate